F[C@]1(CN(CC[C@H]1OC)C1=NC(=NC=N1)N)C 4-((3S,4R)-3-fluoro-4-methoxy-3-methylpiperidin-1-yl)-1,3,5-triazine-2-Amine